3-Butyl-3-ethyl-5-(4-fluorophenyl)-7-methoxy-1,1-dioxido-2,3,4,5-tetrahydro-1,5-benzothiazepin-8-yl trifluoromethanesulfonate FC(S(=O)(=O)OC1=CC2=C(N(CC(CS2(=O)=O)(CC)CCCC)C2=CC=C(C=C2)F)C=C1OC)(F)F